CN1CCN(CC1)CC1=CC=C(C=C1)B(O)O 4-(4-methyl-1-piperazinomethyl)phenylboronic acid